3-(3-(4-(aminomethyl)phenyl)-5-chloro-3H-imidazo[4,5-b]pyridin-2-yl)pyridin-2-amine NCC1=CC=C(C=C1)N1C(=NC=2C1=NC(=CC2)Cl)C=2C(=NC=CC2)N